(3R)-3-{[2-(4-methoxythiophen-3-yl)[1,2,4]triazolo[1,5-c]quinazolin-5-yl]amino}-1-methylpyrrolidin-2-one COC=1C(=CSC1)C1=NN2C(=NC=3C=CC=CC3C2=N1)N[C@H]1C(N(CC1)C)=O